O=C1N(C(C=C1)=O)CCOCCOCCOCCOCCC(=O)ON1C(CCC1=O)=O 2,5-dioxopyrrolidin-1-yl 3-(2-(2-(2-(2,5-dioxo-2,5-dihydro-1H-pyrrol-1-yl)ethoxy)ethoxy)ethoxy)ethoxypropanoate